C1(=CC=C(C=C1)C=1C2=CC=CC=C2C=2C=C(C=CC2C1)Cl)C1=CC=CC=C1 9-([1,1'-biphenyl]-4-yl)-3-chlorophenanthrene